(S)-5-(4-(1-ethoxyvinyl)-3-fluorophenyl)pyrrolidin-2-one C(C)OC(=C)C1=C(C=C(C=C1)[C@@H]1CCC(N1)=O)F